C(C)(=O)C=1C=C(C=CC1)NC(=O)C=1OC(=C(C1)C)C N-(3-acetylphenyl)-4,5-dimethyl-2-furamide